N-[(4,6-dimethyl-2-oxo-1H-pyridin-3-yl)methyl]-5-[ethyl-(oxan-4-yl)amino]-4-methyl-4'-(piperazin-1-ylmethyl)-[1,1'-biphenyl]-3-carboxamide CC1=C(C(NC(=C1)C)=O)CNC(=O)C=1C=C(C=C(C1C)N(C1CCOCC1)CC)C1=CC=C(C=C1)CN1CCNCC1